ClC1=C(CN2CC3(CC2)CCN(CC3)C(=O)N3N=C(C=C3)C(=O)O)C(=CC=C1)C(F)(F)F 1-(2-(2-chloro-6-(trifluoromethyl)benzyl)-2,8-diazaspiro[4.5]decane-8-carbonyl)-1H-pyrazole-3-carboxylic acid